2-(pyrimidin-5-yl)Acrylamide N1=CN=CC(=C1)C(C(=O)N)=C